C1(CCCC1)NC=1SC(=C(N1)C)C1=NC(=NC=C1)NC1=NC=C(C=C1)N1CCOCC1 N-cyclopentyl-5-(2-((5-morpholinopyridin-2-yl)amino)pyrimidin-4-yl)-4-methylthiazol-2-amine